oxobutaneamide O=C(C(=O)N)CC